Methylhexyldiethoxysilane C[Si](OCC)(OCC)CCCCCC